C(CCCCCCCCCCCCCCCCC)C(O)(CCNC([C@H](O)C(C)(C)CO)=O)CCCO stearyl-hydroxypropyl-panthenol